NC1=C(C(=O)OC)C(=CC(=C1)F)F methyl 2-amino-4,6-difluorobenzoate